OC=1C(=C2C(=CNC2=CC1)CCNC(C)=O)Cl N-[2-(5-Hydroxy-4-chloro-1H-indol-3-yl)ethyl]acetamide